6-(4-fluoro-2-hydroxyphenyl)-2-(pyridin-3-yloxymethyl)imidazo[1,2-a]pyrimidine FC1=CC(=C(C=C1)C=1C=NC=2N(C1)C=C(N2)COC=2C=NC=CC2)O